FC(C)(F)C1=NC=CC=C1B(O)O [2-(1,1-difluoroethyl)-3-pyridyl]boronic acid